1-butyl-3-methylimidazolium hexa-fluoro-phosphate F[P-](F)(F)(F)(F)F.C(CCC)N1C=[N+](C=C1)C